ClC=1C=CC(=C(C1)C1=CC(=C(N1C)C)C(=O)NC=1C=NN(C1CCCCl)C)CN1CC2=CC=CC(=C2CC1)O 5-{5-chloro-2-[(5-hydroxy-3,4-dihydroisoquinolin-2(1H)-yl)methyl]phenyl}-N-[5-(3-chloropropyl)-1-methyl-1H-pyrazol-4-yl]-1,2-dimethyl-1H-pyrrole-3-carboxamide